3-[2-(isobutylamino)imidazo[2,1-b][1,3,4]thiadiazol-5-yl]-N,N-dimethyl-benzamide C(C(C)C)NC1=NN2C(S1)=NC=C2C=2C=C(C(=O)N(C)C)C=CC2